BrC=1C=C(C=CC1)C1C(NC(CC1)=O)=O 3-(3-bromophenyl)piperidine-2,6-dione